OC(CCOCC(CC)=O)C 3-hydroxybutoxy-2-butanone